benzyl 2-(2-(((2-(ethoxycarbonyl)-1H-pyrrol-3-yl) amino) methyl) phenyl)-4,4-difluoropiperidine-1-carboxylate C(C)OC(=O)C=1NC=CC1NCC1=C(C=CC=C1)C1N(CCC(C1)(F)F)C(=O)OCC1=CC=CC=C1